COC1=CC=C(C=C1)C(OC[C@]1(O[C@H](CN(C1)C1CCCCC1)N1C(N=C(C=C1)NC(C1=CC=CC=C1)=O)=O)COP(N(C(C)C)C(C)C)OCCC#N)(C1=CC=CC=C1)C1=CC=C(C=C1)OC N-[1-[(2R,6S)-6-[[bis(4-methoxyphenyl)-phenyl-methoxy]methyl]-6-[[2-cyanoethoxy-(diisopropylamino)phosphanyl]oxymethyl]-4-cyclohexyl-morpholin-2-yl]-2-oxo-pyrimidin-4-yl]benzamide